O1C(=CC=C1)C1=NN2C(N=C(N=C2N)NCCC2=CC=C(C=C2)NC(COC)C)=N1 2-(furan-2-yl)-N5-(4-((1-methoxypropan-2-yl)amino)phenethyl)-[1,2,4]triazolo[1,5-a][1,3,5]triazine-5,7-diamine